FC(C(=O)O)(F)F.FC(C(=O)O)(F)F.FC(C(=O)O)(F)F.NC1(CCN(CC1)C([C@@H](CCCCN)NC(C(CCCCCF)NC([C@@H](CC1=CC=CC=C1)N)=O)=O)=O)C(=O)O 4-amino-1-[(2R)-6-amino-2-[[2-[[(2R)-2-amino-3-phenyl-propionyl]amino]-7-fluoro-heptanoyl]amino]hexanoyl]piperidine-4-carboxylic acid tritrifluoroacetate salt